(3R)-1-[5-ethoxy-7-[8-ethyl-7-fluoro-3-(methoxymethoxy)-1-naphthyl]-8-fluoro-2-[[1-(hydroxymethyl)cyclopropyl]methoxy]pyrido[4,3-d]pyrimidin-4-yl]-3-methyl-piperidin-3-ol C(C)OC1=NC(=C(C=2N=C(N=C(C21)N2C[C@@](CCC2)(O)C)OCC2(CC2)CO)F)C2=CC(=CC1=CC=C(C(=C21)CC)F)OCOC